ClC=1C=C(C=C(C1)Cl)[C@H](CC(=O)O)N(C(=O)C=1C(=NN(C1)CCC1=NC=2NCCCC2C=C1)C(F)(F)F)C (S)-3-(3,5-dichlorophenyl)-3-(N-methyl-1-(2-(5,6,7,8-tetrahydro-1,8-naphthyridin-2-yl)ethyl)-3-(trifluoromethyl)-1H-pyrazole-4-carboxamido)propionic acid